(S)-4-(4-acryloyl-2-methylpiperazin-1-yl)-6,7-dichloro-1-(2-isopropylphenyl)pyrido[2,3-d]pyrimidin C(C=C)(=O)N1C[C@@H](N(CC1)C=1C2=C(N(CN1)C1=C(C=CC=C1)C(C)C)N=C(C(=C2)Cl)Cl)C